(16Z,19Z)-N,N-Dimethylpentacosa-16,19-dien-6-amin CN(C(CCCCC)CCCCCCCCC\C=C/C\C=C/CCCCC)C